NC=1SC2=C(N1)C=CC(=C2)C2=NC(=NC(=N2)N2CCOCC2)N2CCN(CC2)C(C)=O 1-(4-(4-(2-aminobenzo[d]thiazol-6-yl)-6-morpholino-1,3,5-triazin-2-yl)piperazin-1-yl)ethan-1-one